C(C1=CC=CC=C1)OCOCCCC(CC(CC(CC(CC(CC(CC(CCCBr)C)C)C)C)C)C)C 19-bromo-4,6,8,10,12,14,16-heptamethylnonadecyl benzyloxymethyl ether